FC=1C=CC(=C(C(=O)NC23CC(C2)(C3)C(F)(F)F)C1)S(=O)(=O)C 5-fluoro-2-(methylsulfonyl)-N-(3-(trifluoromethyl)bicyclo[1.1.1]pentan-1-yl)benzamide